ClC=1C=C(C(=C(C1)O)C1=CC=C2C(=N1)N=C(O2)N2CC1=NC=CN=C1CC2)C 5-chloro-2-[2-(7,8-dihydro-5H-pyrido[3,4-b]pyrazin-6-yl)oxazolo[4,5-b]pyridin-5-yl]-3-methyl-phenol